(S)-2-(1-(tert-butyl)-3-methyl-4-oxo-1,4-dihydro-5H-pyrazolo[3,4-d]pyridazin-5-yl)-N-(1-(4-(trifluoromethyl)phenyl)ethyl)acetamide C(C)(C)(C)N1N=C(C2=C1C=NN(C2=O)CC(=O)N[C@@H](C)C2=CC=C(C=C2)C(F)(F)F)C